bis(triazinyl)amino-stilbene ethyl-(R)-8-ethynyl-6-(2-fluorophenyl)-4-methyl-4H-benzo[f]imidazo[1,5-a][1,4]diazepine-3-carboxylate C(C)OC(=O)C=1N=CN2C1[C@H](N=C(C1=C2C=CC(=C1)C#C)C1=C(C=CC=C1)F)C.N1=NN=C(C=C1)N(C1=NN=NC=C1)C1=C(C=CC=C1)C=CC1=CC=CC=C1